C(C)C(CC(C(=O)[O-])S)CCCC.C(C)C(CC(C(=O)[O-])S)CCCC.C(CCC)[Sn+2]CCCC Dibutyl-tin bis(2-ethylhexyl thioglycolate)